N-hexadecyl-2-acetyl-3-t-butylcarbonyloxy-pyridin-4-one C(CCCCCCCCCCCCCCC)N1C(=C(C(C=C1)=O)OC(=O)C(C)(C)C)C(C)=O